BrC=1C=C(C=CC1)C(C=CC1=CC2=C(C=N1)OCO2)=O 1-(3-bromophenyl)-3-([1,3]dioxolo[4,5-c]pyridin-6-yl)prop-2-en-1-one